N-Vinyl-oxazolidinone tert-butyl-(1-(1-(7H-pyrrolo[2,3-d]pyrimidin-4-yl)piperidin-4-yl)ethyl)carbamate C(C)(C)(C)N(C(O)=O)C(C)C1CCN(CC1)C=1C2=C(N=CN1)NC=C2.C(=C)N2C(OCC2)=O